(S)-N-(5-(tert-butyl)-1-(1-(2-fluoroethyl)pyrrolidin-3-yl)-1H-pyrazol-3-yl)-7-(difluoromethyl)-1-methyl-6-(pyrazolo[1,5-a]pyrazin-3-yloxy)-1H-imidazo[4,5-b]pyridin-2-amine C(C)(C)(C)C1=CC(=NN1[C@@H]1CN(CC1)CCF)NC=1N(C=2C(=NC=C(C2C(F)F)OC=2C=NN3C2C=NC=C3)N1)C